(1S,2S)-2-fluoro-N-(1-methyl-3-[4-methyl-6-[(1S)-2,2,2-trifluoro-1-hydroxyethyl]pyridin-3-yl]-2-oxo-1,6-naphthyridin-7-yl)cyclopropane-1-carboxamide F[C@@H]1[C@@H](C1)C(=O)NC1=NC=C2C=C(C(N(C2=C1)C)=O)C=1C=NC(=CC1C)[C@@H](C(F)(F)F)O